C(CCCCCCCCC)(=O)OCC(COC(CCCCCCCCC)=O)CC(=O)OCCN(CCOC(CC(COC(CCCCCCCCC)=O)COC(CCCCCCCCC)=O)=O)C(=O)N1C=NC=C1 (((((1H-imidazole-1-carbonyl)azanediyl)bis(ethane-2,1-diyl))bis(oxy))bis(2-oxoethane-2,1-diyl))bis(propane-2,1,3-triyl) tetrakis(decanoate)